N,N-bis(4-bromophenyl)-bicyclo[4.2.0]octa-1,3,5-trien-3-amine BrC1=CC=C(C=C1)N(C=1C=C2CCC2=CC1)C1=CC=C(C=C1)Br